1,2-dimethyl-3-hydroxyethylimidazolium tetrafluoroborate F[B-](F)(F)F.CN1C(=[N+](C=C1)CCO)C